C1(CCCCC1)NC=1C=C(C=C2C=C(NC12)C1=CC=CC=C1)COCCOC N-cyclohexyl-5-(2-methoxyethoxymethyl)-2-phenyl-1H-indol-7-amine